Benzyl (R)-6-(2-amino-3-(6-methoxypyrazin-2-yl)propoxy)-3-fluoroquinoline-5-carboxylate dihydrochloride Cl.Cl.N[C@@H](COC1=C(C=2C=C(C=NC2C=C1)F)C(=O)OCC1=CC=CC=C1)CC1=NC(=CN=C1)OC